[4-(5-chlorooxazolo[4,5-b]pyridin-2-yl)piperazin-1-yl]-[4-[1-(2-fluoro-2-methyl-propyl)triazol-4-yl]phenyl]methanone ClC1=CC=C2C(=N1)N=C(O2)N2CCN(CC2)C(=O)C2=CC=C(C=C2)C=2N=NN(C2)CC(C)(C)F